ethyl 4-(5-(ethoxycarbonyl)-3-nitro-1H-pyrrol-2-yl)nicotinate C(C)OC(=O)C1=CC(=C(N1)C1=CC=NC=C1C(=O)OCC)[N+](=O)[O-]